N[C@@H]1[C@H](C[C@@H]2C[C@@H]2C1)C1=C(C2=NC(=CC(=C2S1)NCC=1SC=CC1)Cl)Br 2-((1S,3S,4S,6R)-4-aminobicyclo[4.1.0]hept-3-yl)-3-bromo-5-chloro-N-(thiophen-2-ylmethyl)thieno[3,2-b]pyridin-7-amine